ClC=1C=C2CCC[C@]3(C2=CC1)CN(C1=C(OC3)C=CC(=C1)C(=O)OC)C[C@H]1[C@@H](CC1)C=O (S)-Methyl 6'-Chloro-5-(((1R,2R)-2-Formylcyclobutyl)Methyl)-3',4,4',5-Tetrahydro-2H,2'H-Spiro[Benzo[B][1,4]Oxazepine-3,1'-Naphthalene]-7-Carboxylate